CN(C1=CC=C(C=C1)PC1=C(C(=CC=C1)OC)C1=C(C=CC=C1OC)PC1=CC=C(C=C1)N(C)C)C (R)-2,2'-bis(dl-p-dimethylaminophenylphosphino)-6,6'-dimethoxy-1,1'-biphenyl